4-fluoroisoindole-1,3-dione FC1=C2C(NC(C2=CC=C1)=O)=O